CC(CC)S(=O)(=O)O.C(CC)S(=O)(=O)OC methyl propanesulfonate (methyl propanesulfonate)